(1s,4s)-4-((3-bromo-5-nitropyridin-4-yl)methylamino)-N-(3-methoxy-4-methylphenyl)cyclohexanecarboxamide BrC=1C=NC=C(C1CNC1CCC(CC1)C(=O)NC1=CC(=C(C=C1)C)OC)[N+](=O)[O-]